FC1=C(C(=CC=C1C(=O)C1=NNC2=NC=C(C=C21)C=2C=NC=NC2)F)NS(=O)(=O)CCC N-(2,6-difluoro-3-(5-(pyrimidin-5-yl)-1H-pyrazolo[3,4-b]pyridine-3-carbonyl)phenyl)propane-1-sulfonamide